NCC1(C2CCN(CC12)C1=C(N=C2C(=N1)NN=C2C2=CC=CC=C2)CO)C2=CC(=CC=C2)F (6-(7-(aminomethyl)-7-(3-fluorophenyl)-3-azabicyclo[4.1.0]heptan-3-yl)-3-phenyl-1H-pyrazolo[3,4-b]pyrazin-5-yl)methanol